C1(=CC=CC=C1)SC1=CC=C(C=C1)C(C(CCCCCC)=O)=O 1-(4-phenylsulfanyl-phenyl)-octane-1,2-dione